CCC(/C=C/[C@@H](C)[C@H]1CC[C@@H]2[C@@]1(CC[C@H]3[C@H]2CCC4=CC(=O)CC[C@]34C)C)C(C)C The molecule is a 3-oxo steroid that is cholesta-4,22-dien-3-one substituted by an oxo group at position 3. It has been isolated from Croton gratissimus. It has a role as a metabolite.